2-hydroxy-1-{4-[4-(2-hydroxy-2-methyl-propanoyl)-benzyl]-phenyl}-2-methylpropan-1-one OC(C(=O)C1=CC=C(C=C1)CC1=CC=C(C=C1)C(C(C)(C)O)=O)(C)C